FC(C1=NC(=NC(=N1)C(F)(F)F)N1C(C=2NC3=CC=C(C=C3C2CC1)Cl)CCC=C)(F)F 2-[4,6-bis(trifluoromethyl)-1,3,5-triazin-2-yl]-1-(but-3-en-1-yl)-6-chloro-2,3,4,9-tetrahydro-1H-pyrido[3,4-b]indole